2-((2-((2-(methylthio)ethyl)thio)ethyl)thio)acetic acid CSCCSCCSCC(=O)O